FC=1C=C(C=CC1F)C1=CC(=C(C=C1)C(=O)O)N1C(C2=CC(=CC=C2C1)C1=NN=NN1)=O 3',4'-Difluoro-3-[1-oxo-6-(1H-tetrazol-5-yl)-1,3-dihydroisoindol-2-yl]biphenyl-4-carboxylic acid